2-(4-(aminomethyl)tricyclo[3.2.1.03,6]octan-4-yl)acetic acid NCC1(C2CC3CC2C1C3)CC(=O)O